(S)-5-amino-N-(2-(1-(3-ethoxy-4-methoxyphenyl)-2-(methylsulfonyl)ethyl)-1,3-dioxoisoindolin-4-yl)pentanamide NCCCCC(=O)NC1=C2C(N(C(C2=CC=C1)=O)[C@H](CS(=O)(=O)C)C1=CC(=C(C=C1)OC)OCC)=O